(R)-5-chloro-1'-[2-({3-oxo-1H,2H,3H,5H,6H,10bH-pyrrolo[2,1-a]isoquinolin-8-yl}oxy)ethyl]-1,2-dihydrospiro[indole-3,4'-piperidin]-2-one ClC=1C=C2C(=CC1)NC(C21CCN(CC1)CCOC=1C=C2CCN3[C@@H](C2=CC1)CCC3=O)=O